CC(=CC)C(=CC)C 3,4-dimethyl-2,4-hexadiene